C1(=NC=CC=C1)C1=CC=CC=C1.[Pb] lead compound with aza-biphenyl